NC1=CC(=NC2=NC(=CC(=C12)C)C)N[C@H]1CN(CC1)C(=O)OC(C)(C)C tert-butyl (R)-3-((4-amino-5,7-dimethyl-1,8-naphthyridin-2-yl)amino)pyrrolidine-1-carboxylate